lanthanum aluminum oxide [O-2].[Al+3].[La+3].[O-2].[O-2]